CN(C1CCN(CC1)CC(=O)N1[C@@H](CCC1)C#N)C1=CC=C2C=CC=NC2=C1 (2S)-1-[2-[4-[methyl(7-quinolyl)amino]-1-piperidyl]acetyl]pyrrolidine-2-carbonitrile